COC(=O)C1CSC=2N1C(C=C(C2C2=CC(=CC=C2)C(F)(F)F)CC2=CC=CC1=CC=CC=C21)=O Methyl-7-(naphthalen-1-ylmethyl)-5-oxo-8-(3-(trifluoromethyl)phenyl)-2,3-dihydro-5H-thiazolo[3,2-a]pyridine-3-carboxylate